1-((5-(3-fluoro-5-methoxyphenyl)pyrazin-2-yl)methyl)-5-(4,4,5,5-Tetramethyl-1,3,2-dioxaborolan-2-yl)-1H-indazole-7-carboxylic acid methyl ester COC(=O)C=1C=C(C=C2C=NN(C12)CC1=NC=C(N=C1)C1=CC(=CC(=C1)OC)F)B1OC(C(O1)(C)C)(C)C